ClC1=C2N=CN(C2=NC(=N1)F)C 6-chloro-2-fluoro-9-methyl-purine